NCCCNCCCCNCCCN spermin